N-(4-fluoro-3-(trifluoromethyl)phenyl)pivalamide FC1=C(C=C(C=C1)NC(C(C)(C)C)=O)C(F)(F)F